FC1=CC=C(C(=N1)C1=CC=C2C=CC=NC2=C1)C=1C=NN(C1)CCC(C)C 7-{6-Fluoro-3-[1-(3-methylbutyl)-1H-pyrazol-4-yl]pyridin-2-yl}chinolin